C(#N)C=1C(=C(C=CC1C1=NN(C=C1)C)C=1C=C(C=NC1)B(O)O)N1CCC(CC1)C1=NN=CN1C (5-(3-cyano-4-(1-methyl-1H-pyrazol-3-yl)-2-(4-(4-methyl-4H-1,2,4-triazol-3-yl)piperidin-1-yl)phenyl)pyridin-3-yl)boronic acid